3-(1-Acetyl-4-hydroxypiperidin-4-yl)-5-chloro-1,7-dimethyl-2-oxo-1,2-dihydro-1,6-naphthyridine-8-yl triflate O(S(=O)(=O)C(F)(F)F)C=1C(=NC(=C2C=C(C(N(C12)C)=O)C1(CCN(CC1)C(C)=O)O)Cl)C